FC1=CC=C(C=C1)C=1SC=C(N1)C(C)(C)NC([O-])=O [2-[2-(4-fluorophenyl)-1,3-thiazol-4-yl]propan-2-yl]carbamate